CC=1C=C(CN2C=CC3=CC(=CC=C23)C(C(=O)N)=C)C=CC1 (1-(3-methylbenzyl)-1H-indol-5-yl)acrylamide